C(C1=CC=CC=C1)OC1=NC(=NC(=C1)C)C(CF)(C)F 4-(benzyloxy)-2-(1,2-difluoroprop-2-yl)-6-methylpyrimidine